O1C(OC2=C1C=CC=C2)C=2N=C(NC2C2=NC(=CC=C2)C)C(C)(C)C 2-[4-(1,3-Benzodioxol-yl)-2-(1,1-DIMETHYLETHYL)-1H-imidazol-5-yl]-6-methyl-pyridine